COC1=CC=C(C=N1)C1=CNC=2N=CN=C(C21)N[C@@H]2CC[C@H](CC2)N2CCOCC2 5-(6-methoxypyridin-3-yl)-N-(trans-4-morpholinocyclohexyl)-7H-pyrrolo[2,3-d]pyrimidin-4-amine